N-(4-((2-(4,4-Difluoropiperidin-1-yl)-6-methylpyrimidin-4-yl)amino)-5-(6-azaspiro[2.5]octan-6-yl)quinazolin-7-yl)-2-hydroxyethane-1-sulfonamide FC1(CCN(CC1)C1=NC(=CC(=N1)NC1=NC=NC2=CC(=CC(=C12)N1CCC2(CC2)CC1)NS(=O)(=O)CCO)C)F